2-(4-hydroxy-2-(4-phenoxybenzamido)pyrimidine-5-carboxamido)acetic acid OC1=NC(=NC=C1C(=O)NCC(=O)O)NC(C1=CC=C(C=C1)OC1=CC=CC=C1)=O